1-ethyl-3-methyl-imidazole bistrifluoromethanesulfonimide [N-](S(=O)(=O)C(F)(F)F)S(=O)(=O)C(F)(F)F.C(C)N1CN(C=C1)C